FC=1C=CC(=NC1)N1N=C(C=C1O)C(=O)NC1=CC=C(C=C1)CO 1-(5-fluoropyridin-2-yl)-5-hydroxy-N-(4-(hydroxymethyl)phenyl)-1H-pyrazole-3-carboxamide